C(CCCCCCCCCCCCCCCCCCCCCCC)C1=CC=C(C=C1)O 4-tetracosanylphenol